NC1=NC(=CC(=N1)N1[C@@H](COCCC1)C=1C=C(C#N)C=CC1Cl)C |r| (+/-)-3-[4-(2-amino-6-methyl-pyrimidin-4-yl)-1,4-oxazepan-3-yl]-4-chloro-benzonitrile